FC1=NC(=CC=C1C=1SC=2C(N(CCC2N1)C(=O)OC(C)(C)C)=O)N1C[C@@H](CC1)F tert-butyl (R)-2-(2-fluoro-6-(3-fluoropyrrolidin-1-yl) pyridin-3-yl)-4-oxo-6,7-dihydrothiazolo[5,4-c]pyridine-5(4H)-carboxylate